2-chloro-N1,N4-bis(4-(pyridin-4-ylamino)phenyl)terephthalamide ClC1=C(C(=O)NC2=CC=C(C=C2)NC2=CC=NC=C2)C=CC(=C1)C(=O)NC1=CC=C(C=C1)NC1=CC=NC=C1